(S)-2-amino-5-azidovaleric acid N[C@H](C(=O)O)CCCN=[N+]=[N-]